ClC1=CN=CC(=N1)OC1CC(N(CC1)C(=O)OC(C)(C)C)C tert-butyl 4-((6-chloropyrazin-2-yl)oxy)-2-methylpiperidine-1-carboxylate